3-Methyl-5-(N-(2-(4-acetylpiperazin-1-yl)phenyl)-N-phenethylsulfamoyl)benzofuran-2-carboxylic acid CC1=C(OC2=C1C=C(C=C2)S(N(CCC2=CC=CC=C2)C2=C(C=CC=C2)N2CCN(CC2)C(C)=O)(=O)=O)C(=O)O